methyl 2-bromo-5-(5-fluorobenzo[d]oxazol-2-yl)isonicotinate BrC=1C=C(C(=O)OC)C(=CN1)C=1OC2=C(N1)C=C(C=C2)F